3-[2-hydroxy-3-(2-methoxyphenylamino)propyl]-1H-1,2,4-triazole-5(4H)-thione OC(CC1=NNC(N1)=S)CNC1=C(C=CC=C1)OC